para-trifluoromethyl-benzyl alcohol FC(C1=CC=C(CO)C=C1)(F)F